(R)-1-(3-fluoropyridin-2-yl)ethan-1-amine FC=1C(=NC=CC1)[C@@H](C)N